5-(methoxymethyl)-5-methyl-N-(4-(4-methylpiperazin-1-yl)phenyl)-7-(thiazol-2-yl)-6,7-dihydro-5H-pyrrolo[2,3-d]pyrimidin-2-amine COCC1(CN(C=2N=C(N=CC21)NC2=CC=C(C=C2)N2CCN(CC2)C)C=2SC=CN2)C